tert-butyl (((1r,4r)-4-(((2-chloro-5-iodopyridin-4-yl)amino)methyl)cyclohexyl)methyl)carbamate ClC1=NC=C(C(=C1)NCC1CCC(CC1)CNC(OC(C)(C)C)=O)I